C(C)(C)(C)OC(=O)N1CC2=NC=C(C=C2C1)Br tert-butyl-3-bromo-5H,6H,7H-pyrrolo[3,4-b]pyridine-6-carboxylate